2-(4-(((6-((4-chloro-2,5-dimethylbenzyl)(cyclopropyl)amino)-5-fluoropyrimidin-4-yl)amino)methyl)piperidin-1-yl)acetamide ClC1=CC(=C(CN(C2=C(C(=NC=N2)NCC2CCN(CC2)CC(=O)N)F)C2CC2)C=C1C)C